2,2'-Methylen-bis-(6-bromo-4-chlorophenol) C(C1=C(C(=CC(=C1)Cl)Br)O)C1=C(C(=CC(=C1)Cl)Br)O